γ-glutamine C(CC(=O)N)C(C(=O)O)N